(12S)-12-fluoro-8,14-dioxa-10,19,20-triazatetracyclo[13.5.2.12,6.018,21]tricosa-1(20),2(23),3,5,15(22),16,18(21)-heptaen-9-one F[C@H]1CNC(OCC2=CC=CC(C3=NNC=4C=CC(OC1)=CC34)=C2)=O